Methyl-nonylketone CC(=O)CCCCCCCCC